Cl.O1CCC(CC1)OC=1C=C2CNCC2=CC1 5-((Tetrahydro-2H-pyran-4-yl)oxy)isoindoline hydrochloride